FC=1C(=C2C(=NC(=NN2C1)N[C@H]1[C@@H](CN(CC1)CCOC)F)OC)C=1C=CC2=C(N(N=N2)CCF)C1 6-fluoro-N-((3R,4R)-3-fluoro-1-(2-methoxyethyl)piperidin-4-yl)-5-(1-(2-fluoroethyl)-1H-benzo[d][1,2,3]triazol-6-yl)-4-methoxypyrrolo[2,1-f][1,2,4]triazin-2-amine